Thiocarboxyl-(thiocarboxylic acid) C(=S)(O)C(=S)O